erbium-silicon [Si].[Er]